C(C)(C)C1=C(NC2=C1N=C(S2)C2CCC(CC2)NC2(CC2)C#N)C=2C=C(C=1N(C2)N=CN1)OC 1-((4-(6-isopropyl-5-(8-methoxy-[1,2,4]triazolo[1,5-a]pyridin-6-yl)-4H-pyrrolo[3,2-d]thiazol-2-yl)cyclohexyl)amino)cyclopropane-1-carbonitrile